(2S,4R)-6-chloro-N-{3-[2-(4-chloro-3-fluorophenoxy)acetamido]bicyclo[1.1.1]pentan-1-yl}-4-{[(1S,3S)-3-hydroxycyclobutyl]amino}-3,4-dihydro-2H-1-benzopyran-2-carboxamide ClC=1C=CC2=C([C@@H](C[C@H](O2)C(=O)NC23CC(C2)(C3)NC(COC3=CC(=C(C=C3)Cl)F)=O)NC3CC(C3)O)C1